2-(2-adamantyl)-N-[2-[(3-hydroxyphenyl)methyl]-1H-benzimidazol-5-yl]acetamide C12C(C3CC(CC(C1)C3)C2)CC(=O)NC2=CC3=C(NC(=N3)CC3=CC(=CC=C3)O)C=C2